2-((5-isobutyl-1-(piperidin-4-yl)-1H-pyrazol-3-yl)amino)-5-(thiophen-2-yl)nicotinate C(C(C)C)C1=CC(=NN1C1CCNCC1)NC1=C(C(=O)[O-])C=C(C=N1)C=1SC=CC1